CC1(OB(OC1(C)C)C1=CC=C(CC2CC3(CC(C3)NC(OC(C)(C)C)=O)C2)C=C1)C tert-butyl (6-(4-(4,4,5,5-tetramethyl-1,3,2-dioxaborolan-2-yl)benzyl)spiro[3.3]heptan-2-yl)carbamate